NCC(=O)NCC=1C=NN(C1)CC1=CC2=C(C(=NO2)NS(=O)(=O)C2=C(C=CC=C2)OC)C(=C1)OC 2-amino-N-[[1-[[4-methoxy-3-[(2-methoxyphenyl)sulfonylamino]-1,2-benzoxazol-6-yl]methyl]pyrazol-4-yl]methyl]acetamide